methyl (Z)-3-(chloro(p-tolyl)methylene)-2-oxoindoline-5-carboxylate Cl\C(=C\1/C(NC2=CC=C(C=C12)C(=O)OC)=O)\C1=CC=C(C=C1)C